OC(C(=O)C1=CC=C(C=C1)C(C(C)C1=CC=CC=C1)=O)(C)C 1-[4-(2-hydroxy-2-methylpropanoyl)phenyl]-2-phenylpropane-1-one